BrC1=C(C=C(C=C1F)F)CO (2-bromo-3,5-difluoro-phenyl)methanol